3-difluoromethyl-5-fluoro-1-phenyl-4-(4-bromophenyl)-1H-pyrazole FC(C1=NN(C(=C1C1=CC=C(C=C1)Br)F)C1=CC=CC=C1)F